OCC1CN(CC(C1)OC)C(=O)OC(C)(C)C tert-butyl 3-(hydroxymethyl)-5-methoxypiperidine-1-carboxylate